C1(CCCCC1)COC1=C(C(=CC(=C1C)O)O)C(=O)N1CC2=CC=C(C=C2C1)CN1CCNCC1 (2-(cyclohexylmethoxy)-4,6-dihydroxy-3-methylphenyl)(5-(piperazin-1-ylmethyl)isoindolin-2-yl)methanone